COC1=CC=C(CN(C2=NC(=NN3C2=NC=C3C(C=3C=C(C(=NC3)N3CCC(CC3)CN(C(OC(C)(C)C)=O)C)C)O)OCCCC)CC3=CC=C(C=C3)OC)C=C1 tert-butyl ((1-(5-((4-(bis(4-methoxybenzyl)amino)-2-butoxyimidazo[2,1-f][1,2,4]triazin-7-yl)(hydroxy)methyl)-3-methylpyridin-2-yl)piperidin-4-yl)methyl)(methyl)carbamate